C(C1=CC=CC=C1)OC(=O)N[C@@H](C(=O)O)CO (2R)-2-(benzyloxycarbonylamino)-3-hydroxy-propionic acid